The molecule is an AMP-sugar in which the 2'-hydroxy group of AMP carries a 5-phospho-beta-D-ribosyl substituent. Monomer unit of poly(ADP-Rib) [poly(adenosine diphosphate ribose)]. C1=NC(=C2C(=N1)N(C=N2)[C@H]3[C@@H]([C@@H]([C@H](O3)COP(=O)(O)O)O)O[C@H]4[C@@H]([C@@H]([C@H](O4)COP(=O)(O)O)O)O)N